3-(dimethylamino)-N-methyl-N2-[2-(1-methyl-1H-pyrazol-4-yl)-7-(trifluoromethyl)[1,2,4]triazolo[1,5-c]quinazolin-5-yl]-D-alaninamide CN(C[C@@H](NC1=NC=2C(=CC=CC2C=2N1N=C(N2)C=2C=NN(C2)C)C(F)(F)F)C(=O)NC)C